OC[C@H](CC(N1CCN(CC1)C1=NC=C(C=N1)C(F)(F)F)=O)NC(OC(C)(C)C)=O tert-Butyl N-[(1S)-1-(hydroxymethyl)-3-oxo-3-[4-[5-(trifluoromethyl)pyrimidin-2-yl] piperazin-1-yl]propyl]carbamate